3-[(5-chloro-3-fluoro-2-pyridinyl)oxy]-4-methyl-5-vinyl-pyridine ClC=1C=C(C(=NC1)OC=1C=NC=C(C1C)C=C)F